7-methoxy-2-(trans-3-{5-methyl-6-[(3R)-3-methylpiperazin-1-yl]pyridin-3-yl}cyclobutyl)[1,2,4]triazolo[1,5-c]quinazolin-5-amine COC1=CC=CC=2C=3N(C(=NC12)N)N=C(N3)[C@@H]3C[C@H](C3)C=3C=NC(=C(C3)C)N3C[C@H](NCC3)C